2-(4-(1,2-difluoroethyl)-2-methoxyphenyl)-4,4,5,5-tetramethyl-1,3,2-dioxaborolane FC(CF)C1=CC(=C(C=C1)B1OC(C(O1)(C)C)(C)C)OC